C(C1=CC=CC=C1)N1[C@H]([C@H](CC1)N(S(=O)(=O)C)C(=O)OC(C)(C)C)COC1CCC(CC1)C=1C(=NC=CC1)OCC(=O)OCC ethyl 2-([3-[(1s,4s)-4-[[(2R,3S)-1-benzyl-3-[N-(tert-butoxy carbonyl) methanesulfonamido]pyrrolidin-2-yl]methoxy]cyclohexyl]pyridin-2-yl]oxy)acetate